ClC1=CC=C(C=C1)N1CCN(CC1)C1=CC(=C(N)C=C1F)OC 4-(4-(4-chlorophenyl)piperazin-1-yl)-5-fluoro-2-methoxyaniline